ClC=1N=CC(=NC1)CN1C(C(N(CC1)C1CCC1)=O)=O 1-((5-chloropyrazin-2-yl)methyl)-4-cyclobutylpiperazine-2,3-dione